(2-(benzyloxy)-2-methoxyethyl)pentafluoro-lambda6-sulfane C(C1=CC=CC=C1)OC(CS(F)(F)(F)(F)F)OC